phenyl-oxazole tert-butyl-phenyl-((S)-5-((2S,4R)-2-((4-ethynylbenzyl)carbamoyl)-4-hydroxypyrrolidin-1-yl)-3,3-dimethyl-5-oxopentane-1,4-diyl)dicarbamate C(C)(C)(C)N(C(O)=O)CCC([C@@H](C(=O)N1[C@@H](C[C@H](C1)O)C(NCC1=CC=C(C=C1)C#C)=O)N(C(O)=O)C1=CC=CC=C1)(C)C.C1(=CC=CC=C1)C=1OC=CN1